tert-butyl (6-(2-(2,6-dioxopiperidin-3-yl)-1,3-dioxoisoindoline-5-carboxamido)hexyl)carbamate O=C1NC(CCC1N1C(C2=CC=C(C=C2C1=O)C(=O)NCCCCCCNC(OC(C)(C)C)=O)=O)=O